C(C)(C)(C)OC(=O)N1CC2=NN(C=C2C1)S(=O)(=O)C=1SC(=CC1)C 2-[(5-methyl-2-thienyl)sulfonyl]-4,6-dihydropyrrolo[3,4-c]pyrazole-5-carboxylic acid tert-butyl ester